2-((6-cyano-3H-imidazo[4,5-c]pyridin-2-yl)thio)-N-(3-hydroxy-4-methoxyphenyl)acetamide C(#N)C1=CC2=C(C=N1)NC(=N2)SCC(=O)NC2=CC(=C(C=C2)OC)O